C(C)OC(=O)C=1C=NN2C1N=C(C=C2)N2C[C@H](CCC2)NC(=O)OC(C)(C)C (S)-5-(3-((tert-butoxycarbonyl)amino)piperidin-1-yl)pyrazolo[1,5-a]pyrimidine-3-carboxylic acid ethyl ester